BrC=1C=C(C(=C(C(=O)NCCN(C)C)C1)C)C 5-bromo-N-(2-(dimethylamino)ethyl)-2,3-dimethylbenzamide